(S)-6-(1-(3,4'-difluoro-[1,1'-biphenyl]-4-yl)-2,2,2-trifluoroethyl)-4-((5-(5-fluoro-6-hydroxypyridin-2-yl)-1,3,4-thiadiazol-2-yl)methyl)-4,6-diazaspiro[2.4]heptane-5,7-dione FC=1C=C(C=CC1[C@@H](C(F)(F)F)N1C(N(C2(CC2)C1=O)CC=1SC(=NN1)C1=NC(=C(C=C1)F)O)=O)C1=CC=C(C=C1)F